NC(C(=O)[O-])CC(C)C.[Na+] sodium α-aminoisohexanate